tert-butyl 4-[[4-[3-(2-methoxyphenyl)-1H-pyrazol-5-yl]phenyl]methyl]piperazine-1-carboxylate COC1=C(C=CC=C1)C1=NNC(=C1)C1=CC=C(C=C1)CN1CCN(CC1)C(=O)OC(C)(C)C